N=C(C(=O)[O-])CC(=O)[O-] Iminosuccinate